4,5-Dibromo-3-iodothiophen BrC=1C(=CSC1Br)I